C1=CC=CC=2C3=CC=CC=C3C(C12)COC(=O)N[C@@H](C(=O)O)CC (R)-2-((((9H-fluoren-9-yl)methoxy)carbonyl)amino)butanoic acid